5-[1-[2-bromo-6-chloro-4-[1,2,2,2-tetrafluoro-1-(trifluoromethyl)ethyl]phenyl]pyrazol-4-yl]-2-chloro-N-(1-cyanocyclopropyl)thiophene-3-carboxamide BrC1=C(C(=CC(=C1)C(C(F)(F)F)(C(F)(F)F)F)Cl)N1N=CC(=C1)C1=CC(=C(S1)Cl)C(=O)NC1(CC1)C#N